8-azaspiro[4.5]decan-1-one hydrochloride Cl.C1(CCCC12CCNCC2)=O